2-[(9,10-dihydro-4-hydroxy-9,10-dioxo-1-anthracenyl)amino]-5-methylbenzenesulfonic acid OC1=CC=C(C=2C(C3=CC=CC=C3C(C12)=O)=O)NC1=C(C=C(C=C1)C)S(=O)(=O)O